tert-butyl-6-((4-(1-(1-(4-methoxybenzyl)-2,6-dioxopiperidin-3-yl)-3-methyl-2-oxo-2,3-dihydro-1H-benzo[d]imidazol-5-yl)piperidin-1-yl)methyl)-2-azaspiro[3.3]heptane C(C)(C)(C)C1NCC12CC(C2)CN2CCC(CC2)C2=CC1=C(N(C(N1C)=O)C1C(N(C(CC1)=O)CC1=CC=C(C=C1)OC)=O)C=C2